C1(CC1)C1=CC(=NC=C1)C(C(=O)NC(NC)=O)C1=C(C=CC=C1)F 2-(4-cyclopropylpyridin-2-yl)-2-(2-Fluorophenyl)-N-(methylcarbamoyl)acetamide